Methyl (S)-2-(5-((5-(2-amino-6-bromo-1H-benzo[d]imidazol-1-yl)-4-cyclopropylpentyl)oxy)-1-methyl-1H-pyrazol-4-yl)-6-methylisonicotinate NC1=NC2=C(N1C[C@@H](CCCOC1=C(C=NN1C)C=1C=C(C(=O)OC)C=C(N1)C)C1CC1)C=C(C=C2)Br